C[C@@H]1CN(CCC1)CC=1C=C2C3=C(C(NC3=CC=C2)=O)C1 (S)-4-((3-methylpiperidin-1-yl)methyl)benzo[cd]indol-2(1H)-one